methyl 4-amino-1-(2,6-dichloro-4-cyclopropoxyphenyl)-6-oxo-1,6-dihydropyrimidine-5-carboxylate NC=1N=CN(C(C1C(=O)OC)=O)C1=C(C=C(C=C1Cl)OC1CC1)Cl